[2-[2-[tert-butyl(dimethyl)silyl]oxyethyl]-5-ethoxy-4-iodo-pyrazol-3-yl]methanol [Si](C)(C)(C(C)(C)C)OCCN1N=C(C(=C1CO)I)OCC